N1=C(C(=CC=C1)NC1=NC(=NC=C1)NC1=CC(=C(C=C1)N1CCN(CC1)C)OC)C1=NC=CC=C1 N4-(2,2'-bipyridin-3-yl)-N2-(3-methoxy-4-(4-methylpiperazin-1-yl)phenyl)pyrimidine-2,4-diamine